C(C=C)(=O)N1CCN(CC1)C1=C(C(N(C2=NC(=C(C=C12)F)C1=C(C(=CC=C1F)F)O)C=1C(=NC=CC1C)C(C)C)=O)C#N 4-(4-Acryloylpiperazin-1-yl)-6-fluoro-7-(3,6-difluoro-2-hydroxyphenyl)-1-(2-isopropyl-4-methylpyridin-3-yl)-2-oxo-1,2-dihydro-1,8-naphthyridine-3-carbonitrile